(2S)-4-[2-chloro-7-(8-chloro-1-naphthyl)-6,8-dihydro-5H-pyrido[3,4-d]pyrimidin-4-yl]-2-(cyanomethyl)piperazine-1-carboxylic acid benzyl ester C(C1=CC=CC=C1)OC(=O)N1[C@H](CN(CC1)C=1C2=C(N=C(N1)Cl)CN(CC2)C2=CC=CC1=CC=CC(=C21)Cl)CC#N